C[Si](C)(C)C#CC=1CCN(CC1)C(=O)N 4-((Trimethylsilyl)ethynyl)-3,6-dihydropyridine-1(2H)-carboxamide